FC=1C=C(C=C(C1)F)C1CC=NN1C(=O)C12CC(C1)(C2)CN2N=C(C=C2C)C (5-(3,5-difluorophenyl)-4,5-dihydro-1H-pyrazol-1-yl)(3-((3,5-dimethyl-1H-pyrazol-1-yl)methyl)bicyclo[1.1.1]-pentan-1-yl)methanone